propanoic acid 3-hydroxypropyl ester OCCCOC(CC)=O